3-amino-5-(trifluoromethyl)pyridine-2-carboxylic acid methyl ester COC(=O)C1=NC=C(C=C1N)C(F)(F)F